FC=1C=C(C=C(C1)F)[C@@H]1CC=NN1C(=C=O)N1CCNCC1 (S)-(5-(3,5-difluorophenyl)-4,5-dihydro-1H-pyrazol-1-yl)(piperazin-1-yl)ethenone